C1(CC1)C(=O)N1CC2(C1)CNC2 cyclopropyl(2,6-diazaspiro[3.3]heptan-2-yl)methanone